ClC=1C(=NSN1)N 1-(4-chloro-1,2,5-thiadiazol-3-yl)azane